perfluoro-carboxylic acid silver salt [Ag+].FC(=O)[O-]